3-acryloyloxybenzoic acid C(C=C)(=O)OC=1C=C(C(=O)O)C=CC1